[N].BrC1=CC(=NC=C1)F 4-bromo-2-fluoropyridine nitrogen